ClC=1C(=NC(=NC1)NC=1C=C(C=NC1)N1C(CCC1)=O)N1C[C@H](CCC1)C1=CC=CC=C1 (R)-1-(5-((5-chloro-4-(3-phenylpiperidin-1-yl)pyrimidin-2-yl)amino)pyridin-3-yl)pyrrolidin-2-one